ClC=1C=C(C=NC1)C1=NC(=C2N=CN(C2=N1)[C@H]1[C@@H]([C@@H]([C@H](O1)C(=O)NC([2H])([2H])[2H])O)O)NCC=1SC=CC1 (2S,3S,4R,5R)-5-(2-(5-chloropyridin-3-yl)-6-((thiophen-2-ylmethyl)amino)-9H-purin-9-yl)-3,4-dihydroxyl-N-(methyl-d3)tetrahydrofuran-2-carboxamide